2-methyl-5,6-diaminobenzimidazole CC=1NC2=C(N1)C=C(C(=C2)N)N